Dimethyl (E)-butenedioate C(\C=C\C(=O)OC)(=O)OC